COC(=O)C1CC=C2N1CCCNCC2 octahydropyrrolo[1,2-a][1,5]Diazocine-8-carboxylic acid methyl ester